3-((1S,3S)-1-(2,6-difluoro-4-(((S)-1-(3-fluoropropyl)pyrrolidin-3-yl)oxy)phenyl)-3-methyl-1,3,4,9-tetrahydro-2H-pyrido[3,4-b]indol-2-yl)bicyclo[1.1.1]pentane-1-carbonitrile FC1=C(C(=CC(=C1)O[C@@H]1CN(CC1)CCCF)F)[C@@H]1N([C@H](CC2=C1NC1=CC=CC=C21)C)C21CC(C2)(C1)C#N